NCC1(CCN(CC1)C1=C(C(=CC(=C1)F)OC1=CC(=CC=C1)F)F)O 4-(aminomethyl)-1-[2,5-difluoro-3-(3-fluorophenoxy)phenyl]piperidin-4-ol